methyl 3-(2-chloro-6-oxo-pyrimido[1,6-b]pyridazin-5-yl)-4-methoxybenzoate ClC=1C=CC=2N(N1)C=NC(C2C=2C=C(C(=O)OC)C=CC2OC)=O